(2R,3R,3aS,6S,6aR)-6-((2-amino-3-bromoquinolin-7-yl)oxy)-2-(2-amino-4-methyl-7H-pyrrolo[2,3-d]pyrimidin-7-yl)hexahydro-3aH-cyclopenta[b]furan-3,3a-diol NC1=NC2=CC(=CC=C2C=C1Br)O[C@H]1CC[C@]2([C@@H]1O[C@H]([C@@H]2O)N2C=CC1=C2N=C(N=C1C)N)O